3-Bromo-6-(6-chloro-2,5-dimethyl-pyrimidin-4-yl)-7,8-dihydro-5H-1,6-naphthyridine BrC=1C=NC=2CCN(CC2C1)C1=NC(=NC(=C1C)Cl)C